C(=O)(OCC1C2=CC=CC=C2C2=CC=CC=C12)N(CC(=O)O)CC1=C(C=C(C=C1)OC)OC Fmoc-N-(2,4-dimethoxybenzyl)-glycine